COC(=O)C1=NN(C2=NC(=NC=C21)SC)CC2=CC=C(C=C2)OC (4-methoxy-benzyl)-6-methylsulfanyl-1H-pyrazolo[3,4-d]pyrimidine-3-carboxylic acid methyl ester